1-methyl-3-(6-((6'-oxo-5',6'-dihydrospiro[cyclohexane-1,4'-thieno[2,3-c]pyrrol]-2'-yl)amino)pyrimidin-4-yl)urea CNC(=O)NC1=NC=NC(=C1)NC1=CC2=C(C(NC23CCCCC3)=O)S1